N-(6-hydrazinopyridin-3-yl)methanesulfonamide N(N)C1=CC=C(C=N1)NS(=O)(=O)C